2-((2-ethyl-6-(6-(4-(1-(hydroxylmethyl)cyclopropane-1-carbonyl)piperazin-1-yl)pyridin-3-yl)imidazo[1,2-a]pyridin-3-yl)(methyl)amino)-4-(4-fluorophenyl)thiazole-5-carbonitrile C(C)C=1N=C2N(C=C(C=C2)C=2C=NC(=CC2)N2CCN(CC2)C(=O)C2(CC2)CO)C1N(C=1SC(=C(N1)C1=CC=C(C=C1)F)C#N)C